C(C)(=O)C1=CN(C2=CC=C(C=C12)C=1C=NC(=NC1)C(C)=O)CC(=O)N1[C@@H](C[C@H](C1)F)C(=O)NC1=NC(=CC=C1)Br (2S,4R)-1-(2-(3-acetyl-5-(2-acetylpyrimidin-5-yl)-1H-indol-1-yl)acetyl)-N-(6-bromopyridin-2-yl)-4-fluoropyrrolidine-2-carboxamide